1-butyl-1H-1,2,3-triazole C(CCC)N1N=NC=C1